Methyl 2-((2-chloro-5-nitropyrimidin-4-yl)oxy)acetate ClC1=NC=C(C(=N1)OCC(=O)OC)[N+](=O)[O-]